C(C)(C)(C)OC(NC1CCC(CC1)N1CC(C1)(C)F)=O (4-(3-fluoro-3-methylazetidin-1-yl)cyclohexyl)carbamic acid tert-butyl ester